FC=1C=C(OCC=2C(=C(C=CC2)OC)[N+](=O)[O-])C=CC1F ((3,4-difluorophenoxy)methyl)-1-methoxy-2-nitrobenzene